C1(=CC=CC=C1)/C=C/COC1=CC=2C(=NN(N2)C2=C(C=CC=C2)O)C=C1 2-[5-[[(2E)-3-phenyl-2-propen-1-yl]oxy]-2H-benzotriazol-2-yl]phenol